4-oxo-1,2,3,4,6,7-hexahydroazepino[3,2,1-hi]indole-6-carboxylic acid O=C1CC(CC=2C=CC=C3CCN1C23)C(=O)O